C1(=CC=CC2=CC=CC=C12)C1=CC=C(C=C1)C1=NC(=CC(=N1)C1=CC=C(C=C1)C=1OC2=C(N1)C=CC=N2)C2=CC=C(C=C2)C2=CC=CC1=CC=CC=C21 2-[4-{2,6-bis(4-naphthalen-1-yl-phenyl)-pyrimidin-4-yl}-phenyl]-7-azabenzoxazole